ClC1=C(C(=NO)Cl)C(=CC=C1)Cl 2,6-dichloro-N-hydroxybenzoimidoyl chloride